N-[(3R,4R)-4-[4-(2-fluoro-6-hydroxy-3-methoxybenzoyl)benzamido]pyrrolidin-3-yl]-2-hydroxypyridine-4-carboxamide FC1=C(C(=O)C2=CC=C(C(=O)N[C@H]3[C@@H](CNC3)NC(=O)C3=CC(=NC=C3)O)C=C2)C(=CC=C1OC)O